FC1=C(C=CC=C1)C1=C(C(=NC=2CN(CCC12)C[C@H]1N(CCC1)C)N1CC2(CN(C2)C(C=C)=O)CC1)C#N 4-(2-fluorophenyl)-7-(((2S)-1-methyl-2-pyrrolidinyl)methyl)-2-(2-(2-propenoyl)-2,6-diazaspiro[3.4]octan-6-yl)-5,6,7,8-tetrahydro-1,7-naphthyridine-3-carbonitrile